glycidyl p-toluate C1(=CC=C(C=C1)C(=O)OCC1CO1)C